Cl.CN1N=C(C=2C1=NC(=CC2)N2CCNCC2)C2C(NC(CC2)=O)=O 3-(1-methyl-6-piperazin-1-yl-pyrazolo[3,4-b]pyridin-3-yl)piperidine-2,6-dione HCl salt